ClC1=C2C(=NN(C2=CC=C1)S(=O)(=O)C1=CC=C(C=C1)C)N1CC2(C(C2)(F)F)C1 4-chloro-3-(2,2-difluoro-5-azaspiro[2.3]hexan-5-yl)-1-(p-tolyl-sulfonyl)indazole